CC1=CC(=C(C=C1)S(=O)(=O)N1[C@@H](CCC1)C(=O)OC(C)(C)C)N1C[C@@H](CC1)CCC=O |&1:24| tert-butyl ((4-methyl-2-((RS)-3-(3-oxopropyl)pyrrolidin-1-yl)phenyl)sulfonyl)-L-prolinate